(R)-1-(4-fluorophenylmethyl)-1-((1-methylpyrrolidin-3-yl)methyl)-3-(4-isobutoxyphenyl-methyl)urea FC1=CC=C(C=C1)CN(C(=O)NCC1=CC=C(C=C1)OCC(C)C)C[C@H]1CN(CC1)C